ClC1=CC=C(CN(C(=O)[C@H]2N(CCC2)S(=O)(=O)C2=CC=C(C=C2)OC)C2CCC(CC2)(F)F)C=C1 (S)-1-(4-Methoxy-benzenesulfonyl)-pyrrolidine-2-carboxylic acid (4-chloro-benzyl)-(4,4-difluoro-cyclohexyl)-amide